CC1([C@@H]2CC[C@]13CS(=O)(=O)N4[C@@]3(C2)O4)C (1S)-(+)-(10-camphorsulfonyl)oxaziridine